OCC(C1=CC=C(C=C1)C1=C(N=CS1)C)NC(OC(C)(C)C)=O tert-butyl 2-hydroxy-1-(4-(4-methylthiazol-5-yl) phenyl)-ethylcarbamate